3-chloro-8-methyl-7-(4-((8-methyl-2,3-dihydrobenzo[b][1,4]dioxin-6-yl-2,2,3,3-d4)oxy)piperidin-1-yl)-4H-pyrimido[1,2-b]pyridazin-4-one ClC1=CN=C2N(N=C(C(=C2)C)N2CCC(CC2)OC2=CC3=C(OC(C(O3)([2H])[2H])([2H])[2H])C(=C2)C)C1=O